C(C)[C@@]1(COC2=C1C=C(C=C2C(=O)NC)C(=O)N[C@@H]2[C@H](C2)COC)C2=CC=CC=C2 |&1:2| (+/-)-3-ethyl-N5-((1S,2S)-2-(methoxymethyl)cyclopropyl)-N7-methyl-3-phenyl-2,3-dihydrobenzofuran-5,7-dicarboxamide